tert-butyl N-ethyl-N-[5-fluoro-3-methyl-2-oxo-3-[(3R)-3-(4-fluorosulfonylphenoxy)-1-piperidyl]indolin-7-yl]carbamate C(C)N(C(OC(C)(C)C)=O)C=1C=C(C=C2C(C(NC12)=O)(N1C[C@@H](CCC1)OC1=CC=C(C=C1)S(=O)(=O)F)C)F